FC(C)(C)C=1N(C=CN1)CC1=CC=C(C=C1)C=1N=C(SC1S(=O)(=O)NC([O-])=O)CC(C)C ((4-(4-((2-(2-fluoropropan-2-yl)-1H-imidazol-1-yl)methyl)phenyl)-2-isobutylthiazol-5-yl)sulfonyl)carbamate